N[C@H]1CN(C[C@@H](C1)F)C(=O)C=1C=C(C=2N(C1)N=C(C2C)C=2N(C1=CC(=CC=C1C2)C=2C=CC(=NC2)NC(C)=O)CC2CC2)OC N-[5-(2-{6-[(3r,5r)-3-amino-5-fluoropiperidine-1-carbonyl]-4-methoxy-3-methylpyrazolo[1,5-a]pyridin-2-yl}-1-(cyclopropylmethyl)-1H-indol-6-yl)pyridin-2-yl]acetamide